CN1N=C(C=C1N)C 2,5-dimethyl-pyrazol-3-amine